3-(sec-butyl)-7-fluoro-4-(1H-pyrazole-4-carbonyl)-1,3,4,5-tetrahydro-2H-benzo[1,4]diazepin-2-one C(C)(CC)C1C(NC2=C(CN1C(=O)C=1C=NNC1)C=C(C=C2)F)=O